6-chloro-5-(4-((5-fluoro-3-methyl-2,4-dioxo-1,2,3,4-tetrahydroquinazolin-7-yl)methyl)piperazin-1-yl)-N-methylpicolinamide ClC1=C(C=CC(=N1)C(=O)NC)N1CCN(CC1)CC1=CC(=C2C(N(C(NC2=C1)=O)C)=O)F